2,4-dimethoxy-6-[(3-chlorobenzyl)oxy]benzoic acid 3-chlorobenzyl ester ClC=1C=C(COC(C2=C(C=C(C=C2OCC2=CC(=CC=C2)Cl)OC)OC)=O)C=CC1